1-cetyl-pyridine chloride [Cl-].C(CCCCCCCCCCCCCCC)N1CC=CC=C1